C1(CC1)CCN(C1=C2CN(C(C2=CC=C1)=O)C1C(NC(CC1)=O)=O)C1CCC(CC1)NCC(=O)N1CCC1 3-{4-[(2-cyclopropylethyl)[(1r,4r)-4-{[2-(azetidin-1-yl)-2-oxoethyl]amino}cyclohexyl]amino]-1-oxo-3H-isoindol-2-yl}piperidine-2,6-dione